C(C1=CC=CC=C1)(=O)O[C@H](C(=O)N[C@@H](COC(C1=CC=CC=C1)=O)C1=C(C(=CC(=C1)F)Cl)COC1=CC=C(C=C1)OC)C(C)C (S)-1-((R)-2-(benzoyloxy)-1-(3-chloro-5-fluoro-2-((4-methoxyphenoxy) methyl) phenyl) ethylamino)-3-methyl-1-oxobutan-2-yl benzoate